1-((4-Bromo-2-(2,6-dioxopiperidin-3-yl)-1,3-dioxoisoindoline-5-yl)methyl)-N-(5-(((5-(tert-butyl)oxazol-2-yl)methyl)thio)thiazol-2-yl)piperidine-4-carboxamide BrC1=C2C(N(C(C2=CC=C1CN1CCC(CC1)C(=O)NC=1SC(=CN1)SCC=1OC(=CN1)C(C)(C)C)=O)C1C(NC(CC1)=O)=O)=O